(4-(2-Aminoethoxy)benzyl)imidazo[4,5-b]pyridin-6-amine NCCOC1=CC=C(CC=2N=C3C(=NC=C(C3)N)N2)C=C1